bis(cyclopentadienyl)-diphenyltitanium C1(C=CC=C1)[Ti](C1=CC=CC=C1)(C1=CC=CC=C1)C1C=CC=C1